4-propylcyclohexyl ((S)-4-methyl-1-oxo-1-(((S)-1-oxo-3-((S)-2-oxopyrrolidin-3-yl)propan-2-yl)amino)pentan-2-yl)carbamate CC(C[C@@H](C(N[C@H](C=O)C[C@H]1C(NCC1)=O)=O)NC(OC1CCC(CC1)CCC)=O)C